6-((3-((2-(2,6-dioxopiperidin-3-yl)-1,3-dioxoisoindolin-4-yl)amino)propyl)amino)nicotinic acid O=C1NC(CCC1N1C(C2=CC=CC(=C2C1=O)NCCCNC1=NC=C(C(=O)O)C=C1)=O)=O